3-(4-(4-(((4-Fluoro-1H-indazol-3-yl)amino)methyl)benzoyl)piperazine-1-carbonyl)-N-hydroxycyclopentane-1-carboxamide FC1=C2C(=NNC2=CC=C1)NCC1=CC=C(C(=O)N2CCN(CC2)C(=O)C2CC(CC2)C(=O)NO)C=C1